N-ethoxy-4-((5-fluoro-2-methoxy-3-(5-methylpyrimidin-2-yl)phenyl)amino)nicotinamide C(C)ONC(C1=CN=CC=C1NC1=C(C(=CC(=C1)F)C1=NC=C(C=N1)C)OC)=O